CCCCCCCC/C=C/O DECENOL